CC=1C=C(C=CC1)C1=C(C=CC(=C1)NC1=CC=CC=C1)C1=CC=C(C=C1)NC1=CC=CC=C1 3-methylphenyl-N,N'-diphenyl-[1,1-biphenyl]-4,4'-diamine